C(C)N1C2=NC(=NC(=C2N=C1C1CC(N(CC1)C)=O)N1CCOCC1)C1=CC(=CC=C1)C1=NN(C=C1)C 4-(9-ethyl-2-(3-(1-methyl-1H-pyrazol-3-yl)phenyl)-6-morpholino-9H-purin-8-yl)-1-methylpiperidin-2-one